BrC=1C(=NN(C1C1=CC=CC=C1)C1=CC=CC=C1)OC(C(=O)O)C 2-(4-Bromo-1,5-diphenylpyrazol-3-yl)oxypropanoic acid